stearic acid (stearate) C(CCCCCCCCCCCCCCCCC)(=O)O.C(CCCCCCCCCCCCCCCCC)(=O)O